N,N-diallyl-trimethylenediamine C(C=C)N(CCCN)CC=C